2-butyl-3-(4-hydroxybenzoyl)-5-nitrobenzofuran C(CCC)C=1OC2=C(C1C(C1=CC=C(C=C1)O)=O)C=C(C=C2)[N+](=O)[O-]